COC(C(C(CC)=O)N1C(C(N(CC1)C(=O)OC(C)(C)C)C)C)=O tert-butyl 4-(1-methoxy-1,3-dioxopentan-2-yl)-2,3-dimethylpiperazine-1-carboxylate